1-vinyl-3-methoxyethyl-imidazole bromide salt [Br-].C(=C)N1CN(C=C1)CCOC